NC[C@H](CC)NC(=O)C=1NC2=C(C(=C(C=C2C1)Cl)F)F (S)-N-(1-Aminobutan-2-yl)-5-chloro-6,7-difluoro-1H-indole-2-carboxamide